sodium N-oleoyl-N'-carboxyethyl-N'-hydroxyethyl-ethylenediamine C(CCCCCCC\C=C/CCCCCCCC)(=O)NCCN(CCO)CCC(=O)O.[Na]